BrC=1C=C2C(=CC=NC2=C(C1)F)[C@@H](C)O |r| (±)-1-(6-bromo-8-fluoroquinolin-4-yl)ethanol